(R)-1-(2,5-difluoropyridin-3-yl)ethyl (4-(5-(6-(1,1-difluoroethyl) nicotinamido) pyridin-2-yl)-1-methyl-1H-1,2,3-triazol-5-yl)carbamate FC(C)(F)C1=NC=C(C(=O)NC=2C=CC(=NC2)C=2N=NN(C2NC(O[C@H](C)C=2C(=NC=C(C2)F)F)=O)C)C=C1